[Na+].C1(CCCCC1)CCCC(=O)[O-] cyclohexanebutyric acid sodium salt